BrC1=CC=C(C=C1)N1CCC(CC1)C1OCCO1 1-(4-Bromophenyl)-4-(1,3-dioxolan-2-yl)piperidine